N1N=CC2=CC(=CC=C12)C#CC1=NC(=NC=C1)C1=NC(=NC=C1)NCC1SCCCC1 (((4-((1H-indazol-5-yl)ethynyl)-[2,4'-bipyrimidin]-2'-yl)amino)methyl)tetrahydro-2H-thiopyran